1-(3-amino-2-nitrophenyl)-N-methylazetidin-3-amine NC=1C(=C(C=CC1)N1CC(C1)NC)[N+](=O)[O-]